NC1=NC(=C(C(=N1)N)N)O 2,4,5-triamino-6-hydroxypyrimidine